N-(6-(1-Methyl-1H-pyrazol-4-yl)isoquinolin-3-yl)-2-(pyrrolidin-1-ylmethyl)Isonicotinamide CN1N=CC(=C1)C=1C=C2C=C(N=CC2=CC1)NC(C1=CC(=NC=C1)CN1CCCC1)=O